N,6-dimethyl-5-(4-((2-(3-(2,2,2-trifluoroethyl)ureido)pyridin-4-yl)methyl)piperazin-1-yl)picolinamide trifluoroacetate FC(C(=O)O)(F)F.CNC(C1=NC(=C(C=C1)N1CCN(CC1)CC1=CC(=NC=C1)NC(=O)NCC(F)(F)F)C)=O